BrCC1SC=2C(=C1)SC=CC2 2-bromomethyl-1,4-benzodithiol